[B](F)F.ClC1=CC=C(C=C1)C(CC1=NC=CC=C1)=O 1-(4-chlorophenyl)-2-(pyridin-2-yl)ethane-1-one boron difluoride